(2S)-2-amino-3-(2-oxo-1,2,3,4-tetrahydroquinolin-3-yl)propionic acid N[C@H](C(=O)O)CC1C(NC2=CC=CC=C2C1)=O